CNC1CC2=CC=CC=C2C(C1)C1=CC=CC=C1 1,2,3,4-tetrahydro-N-methyl-4-phenyl-2-naphthalenamine